1-Ethyl-3-(2-methoxy-4-{6-[2-(4-methoxy-2-methyl-indol-1-yl)-ethylamino]-pyrimidin-4-yl}-phenyl)-urea C(C)NC(=O)NC1=C(C=C(C=C1)C1=NC=NC(=C1)NCCN1C(=CC2=C(C=CC=C12)OC)C)OC